FC1=C(C=C(C=C1)I)C 1-fluoro-4-iodo-2-methyl-benzene